C(CCC)OC=C vinyl normal butyl ether